N-(4-fluorophenethyl)-2-((9-methyl-9H-carbazol-2-yl)oxy)acetamide FC1=CC=C(CCNC(COC2=CC=3N(C4=CC=CC=C4C3C=C2)C)=O)C=C1